10-((((3r,5r,7r)-adamantan-1-yl)methyl)amino)-10-oxodecanoic acid C12(CC3CC(CC(C1)C3)C2)CNC(CCCCCCCCC(=O)O)=O